1-benzylmethoxyethylamino-3-methylenehepta-4,6-diene C(C1=CC=CC=C1)COC(C)NCCC(C=CC=C)=C